1-[4-[7-[6-amino-3-(trifluoromethyl)-2-pyridyl]-6-chloro-2-[[(4R)-4-fluoro-1,2-dimethyl-pyrrolidin-2-yl]methoxy]quinazolin-4-yl]piperazin-1-yl]prop-2-en-1-one NC1=CC=C(C(=N1)C1=C(C=C2C(=NC(=NC2=C1)OCC1(N(C[C@@H](C1)F)C)C)N1CCN(CC1)C(C=C)=O)Cl)C(F)(F)F